3-[5-(difluoromethyl)-1,3,4-thiadiazol-2-yl]-1-(2-methoxyethyl)-N-(3-methyloxetan-3-yl)-2-oxo-1,3-benzodiazole-5-sulfonamide FC(C1=NN=C(S1)N1C(N(C2=C1C=C(C=C2)S(=O)(=O)NC2(COC2)C)CCOC)=O)F